COC1=C(C=CC=C1C1=NN(C=N1)C)NC1=C2C(=NC(=C1)NC(=O)C1CC1)CNC2=C=O N-(4-((2-methoxy-3-(1-methyl-1H-1,2,4-triazol-3-yl)phenyl)amino)-5-carbonyl-6,7-dihydro-5H-pyrrolo[3,4-b]pyridin-2-yl)cyclopropanecarboxamide